1,3-dioxa-5-aza-trisilacyclohexane O1[SiH2]O[SiH2]N[SiH2]1